C(C1=CC=CC=C1)OC1=CC=C(OCCC#N)C=C1 3-(4-(benzyloxy)phenoxy)propanenitrile